4-(5-chloropyridin-3-yl)-2-(morpholin-4-yl)-8-(1H-pyrazol-5-yl)-1,7-naphthyridine ClC=1C=C(C=NC1)C1=CC(=NC2=C(N=CC=C12)C1=CC=NN1)N1CCOCC1